yttrium(III) acetate hydrate O.C(C)(=O)[O-].[Y+3].C(C)(=O)[O-].C(C)(=O)[O-]